2-(2-{[5-methyl-4-(4-methylphenyl)-4H-1,2,4-triazol-3-yl]sulfanyl}acetamido)-4,5,6,7-tetrahydro-1-benzothiophene-3-carboxamide CC=1N(C(=NN1)SCC(=O)NC=1SC2=C(C1C(=O)N)CCCC2)C2=CC=C(C=C2)C